ClC=1N=C(SC1C(=O)C1=NC(=NO1)C=1C=NN(C1)C)NC1=CC=C(C=C1)F [4-chloro-2-(4-fluoroanilino)-1,3-thiazol-5-yl][3-(1-methyl-1H-pyrazol-4-yl)-1,2,4-oxadiazol-5-yl]methanone